Cl.C(C)N=C=N N'-ethylcarbodiimide hydrochloride